2-amino-5-((3,4-dimethyl)-phenyl)-1,3,4-oxadiazole NC=1OC(=NN1)C1=CC(=C(C=C1)C)C